5-(pyrazin-2-yl)pyrrolidin-2-one N1=C(C=NC=C1)C1CCC(N1)=O